C(C1=C(C(=CC=2NN=NC21)O)C2=CC=CC=C2)C2=C(C(=CC=1NN=NC12)O)C1=CC=CC=C1 methylenebis-(hydroxyphenylbenzotriazol)